tert-butyl 3-oxo-2-phenylpyrrolidine-1-carboxylate O=C1C(N(CC1)C(=O)OC(C)(C)C)C1=CC=CC=C1